1-(4-((4-(3-((3-amino-5-(4-amino-4-methylpiperidin-1-yl)pyrazin-2-yl)thio)-2-chlorophenyl)piperazin-1-yl)methyl)phenyl)dihydropyrimidine-2,4(1H,3H)-dione NC=1C(=NC=C(N1)N1CCC(CC1)(C)N)SC=1C(=C(C=CC1)N1CCN(CC1)CC1=CC=C(C=C1)N1C(NC(CC1)=O)=O)Cl